6-Chloro-3-[[(1R)-1-[2-(5-cyano-2-fluoro-phenyl)-3,6-dimethyl-4-oxo-chromen-8-yl]ethyl]amino]-N-methylsulfonyl-pyridine-2-carboxamide ClC1=CC=C(C(=N1)C(=O)NS(=O)(=O)C)N[C@H](C)C=1C=C(C=C2C(C(=C(OC12)C1=C(C=CC(=C1)C#N)F)C)=O)C